paraxanthine-d6 N1(C([2H])([2H])[2H])C(=O)NC=2N=C(N(C([2H])[2H])C2C1=O)[2H]